4-(2-(benzyl-(4-(1-(isobutyryloxy)ethoxy)-4-oxobutyl)amino)-4-(trifluoromethyl)benzyl)piperazine-1-carboxylic acid 1,1,1,3,3,3-hexafluoropropan-2-yl ester FC(C(C(F)(F)F)OC(=O)N1CCN(CC1)CC1=C(C=C(C=C1)C(F)(F)F)N(CCCC(=O)OC(C)OC(C(C)C)=O)CC1=CC=CC=C1)(F)F